2-methyl-2-ethyl-hexanoyl-diphenylphosphine oxide CC(C(=O)P(C1=CC=CC=C1)(C1=CC=CC=C1)=O)(CCCC)CC